FC=1C(=CC(=C(C1)C1=CN=C(N=N1)SC)OCOC)C1=CN=NC(=C1)OC 6-[5-fluoro-2-(methoxymethoxy)-4-(6-methoxypyridazin-4-yl)phenyl]-3-(methylsulfanyl)-1,2,4-triazine